FC1(CCN2C1=NC1=C2C=CC=C1NC(C1=C(C=C(C=C1)I)N1CCC2(CC2)CC1)=O)F N-(3,3-difluoro-2,3-dihydro-1H-benzo[d]pyrrolo[1,2-a]imidazol-5-yl)-4-iodo-2-(6-azaspiro[2.5]oct-6-yl)benzamide